ClC=1C(=C2C=CNC2=CC1)C1=C(NC(=C1C(C)C)C1=CC=C2C=CNC2=C1)C(=O)O 3-(5-chloro-1H-indol-4-yl)-5-(1H-indol-6-yl)-4-isopropyl-1H-pyrrole-2-carboxylic acid